C(C=C)(=O)OCC[NH3+] acryloyloxyethyl-ammonium